2-(4-(3-phenylureido)benzylamino)benzamide C1(=CC=CC=C1)NC(NC1=CC=C(CNC2=C(C(=O)N)C=CC=C2)C=C1)=O